3-(N-(4-chloro-5-cyano-2-(trans-3-cyanocyclobutoxy)phenyl)sulfamoyl)-4-cyclopropylbenzoic acid ClC1=CC(=C(C=C1C#N)NS(=O)(=O)C=1C=C(C(=O)O)C=CC1C1CC1)O[C@@H]1C[C@H](C1)C#N